FC1=CC=C(C=C1)N1N=C(C=C1S(=O)(=O)C)C(=O)NC1=CC(=C(C=C1)C)NC1=NC=CC(=N1)C=1C=NC=CC1 (4-fluorophenyl)-N-(4-methyl-3-((4-(pyridin-3-yl)pyrimidin-2-yl)amino)phenyl)-5-(methylsulfonyl)-1H-pyrazole-3-carboxamide